4-((2R,6S)-4-(3-Amino-6-(2-hydroxyphenyl)pyridazin-4-yl)-6-methylmorpholin-2-yl)-2,5-dimethylbenzoic acid NC=1N=NC(=CC1N1C[C@H](O[C@H](C1)C)C1=CC(=C(C(=O)O)C=C1C)C)C1=C(C=CC=C1)O